N1N=CC2=CC=C(C=C12)CN(C1=CC=C(COCCOC=2C=C(N(C)C)C=CC2)C=C1)CC1=CC(=CC=C1)OC 3-(2-(4-(((1H-indazol-6-yl)methyl)(3-methoxybenzyl)amino)benzyloxy)ethoxy)-N,N-dimethylaniline